C(CCCC)C[C@@]12[C@H](CC[C@H]1[C@@H]1CCC=3C=C(C=CC3[C@H]1CC2)O)O pentylestra-1,3,5(10)-trien-3,17b-diol